C(C1=CC=CC=C1)(C1=CC=CC=C1)NC=1C=CC(=CC1)N N'-benzhydryl-2,5-phenylenediamine